ethyl (6R)-1-bromo-6-(tert-butyl)-10-oxo-5,6,11,11a-tetrahydro-10H-imidazo[1,5-a]pyrido[2,1-c]pyrazine-9-carboxylate BrC=1N=CN2C1C1N([C@@H](C2)C(C)(C)C)C=C(C(C1)=O)C(=O)OCC